2-((4,5-dihydro-1H-imidazol-2-yl)methyl)-1-(4-(propan-2-ylidene)cyclohexyl)-1,2-dihydro-3H-spiro[isoquinoline-4,4-piperidin]-3-one N1C(=NCC1)CN1C(C2=CC=CC=C2C2(CCNCC2)C1=O)C1CCC(CC1)=C(C)C